(2-tert-butoxy-2-oxoethyl)zinc (II) chloride [Cl-].C(C)(C)(C)OC(C[Zn+])=O